3,5-dichloro-4-((7-ethyl-7H-pyrrolo[2,3-d]pyrimidin-4-yl)oxy)aniline ClC=1C=C(N)C=C(C1OC=1C2=C(N=CN1)N(C=C2)CC)Cl